1-(3,5-bis(3-cyclopropyl-propyl)-2-hydroxyphenyl)propan-2-one C1(CC1)CCCC=1C(=C(C=C(C1)CCCC1CC1)CC(C)=O)O